FC=1C=C2C(C(=CN3C2=C(C1F)OCC3C)CN(CC3=CC(=NC=C3)C)[C@@H]3CN(CCC3)C=3C=NC(=CC3)C)=O 9,10-difluoro-3-methyl-6-((((S)-1-(6-methylpyridin-3-yl)piperidin-3-yl)((2-methylpyridin-4-yl)methyl)amino)methyl)-2H-[1,4]oxazino[2,3,4-ij]quinolin-7(3H)-one